COS(=O)(=O)C1=CC=C(C)C=C1.C1(CCCCC1)N=C=NCCN1CCOCC1 1-cyclohexyl-3-(2-morpholinoethyl)carbodiimide methyl-p-toluenesulfonate